1-(3-fluorophenyl)cyclobutane-1-carbaldehyde FC=1C=C(C=CC1)C1(CCC1)C=O